C(C)(C)(C)OC(CCOCCOCCNC(CCNC(OCC1=CC=CC=C1)=O)=O)=O 3,7-dioxo-1-phenyl-2,11,14-trioxa-4,8-diazaheptadecane-17-oic acid tert-butyl ester